C(C)(C)(C)OC(=O)N1CCC(CC1)[C@H](C1=CC=CC=C1)N1N=C(N=N1)C(F)F |r| (R/S)-4-((5-(difluoromethyl)-2H-tetrazol-2-yl)(phenyl)methyl)piperidine-1-carboxylic acid tert-butyl ester